C(C)(C)(C)C1(C=C(C=C1)C)[La+2] (1-tertbutyl-3-methylcyclopentadienyl)lanthanum (III)